S(=O)=NS(=O)=O sulfinyl-Sulfonamide